C(C)(C)C1=C(OC2=C(C=CC=C2)NC(=O)C=2C(=NN(C2)C)C(F)F)C=C(C=C1)C N-(2-(2-isopropyl-5-methylphenoxy)phenyl)-1-methyl-3-difluoromethyl-1H-pyrazole-4-carboxamide